FC1=C(C(=CC(=C1)OCCCCC1CCN(CC1)C1=NC=C(C=N1)COC)F)CC(=O)N1CC(C1)CO 2-(2,6-difluoro-4-(4-(1-(5-(methoxymethyl)pyrimidin-2-yl)piperidin-4-yl)butoxy)phenyl)-1-(3-(hydroxymethyl)azetidin-1-yl)ethan-1-one